ClC=1C=NC(=NC1)N1CCC(CC1)CCCOC1=CC(=C(C=C1)CC(=O)N1CC2(C1)N(CCC2)C(=O)OC(C)(C)C)F tert-butyl 2-(2-(4-(3-(1-(5-chloropyrimidin-2-yl)piperidin-4-yl)propoxy)-2-fluorophenyl)acetyl)-2,5-diazaspiro[3.4]octane-5-carboxylate